CC1=C(OC=2CCC3=CN(N=C3C21)C([2H])([2H])C2=CC=CC=C2)C(=O)NC[C@H]2OCCC2 8-Methyl-2-[phenyl-(2H2)methyl]-N-[(2S)-tetrahydrofuran-2-ylmethyl]-4,5-dihydro-2H-furo[2,3-g]indazole-7-carboxamide